Dimethyl 3,3'-Disulfanediyldipropanoate S(SCCC(=O)OC)CCC(=O)OC